CN(C)CCCC N,N-Dimethylbutylamin